2-[4-[3-[5-(Methylcarbamoyl)-3-pyridyl]isoxazolidine-2-carbonyl]-1-piperidyl]pyrimidine-4-carboxamide CNC(=O)C=1C=C(C=NC1)C1N(OCC1)C(=O)C1CCN(CC1)C1=NC=CC(=N1)C(=O)N